C(C)(C)(C)OC(NCC12CN(C(CC1)C2)C2=NC=CC(=N2)NC2=NNC(=C2)C2CC2)=O N-[[2-[4-[(5-cyclopropyl-1H-pyrazol-3-yl)amino]pyrimidin-2-yl]-2-azabicyclo[2.2.1]hept-4-yl]methyl]carbamic acid tert-butyl ester